NC=1C=CC(=C2CN(C(C12)=O)CC(=C)C(N)=O)C=1C=C2C(=NNC2=CC1)C=1C=C(C(=O)NC)C=C(C1)OC 3-{5-[7-amino-2-(2-carbamoyl-2-methylideneethyl)-1-oxo-2,3-dihydro-1H-isoindol-4-yl]-1H-indazol-3-yl}-5-methoxy-N-methylbenzamide